2-(4-methoxyphenyl)-3-(methylthio)-4-(trifluoromethyl)thiophene COC1=CC=C(C=C1)C=1SC=C(C1SC)C(F)(F)F